NC1=NC=CC=C1C1=NC=2C(=NC(=C(N2)C#N)C#N)N1C1=CC=C(C=C1)CO 2-(2-aminopyridin-3-yl)-1-(4-(hydroxymethyl)phenyl)-1H-imidazo[4,5-b]pyrazine-5,6-dicarbonitrile